C(C)(C)(C)OC(=O)N1C(C(NCC1)(C)C)C(=O)C1CCC(CC1)O (4-hydroxycyclohexanecarbonyl)-3,3-dimethyl-piperazine-1-carboxylic acid tert-butyl ester